C(CCCCCCC)[Zn]CCCCCCCC.[Zn] zinc dioctyl-zinc salt